(±)-1-(1-adamantyl)ethylamine hydrochloride Cl.C12(CC3CC(CC(C1)C3)C2)[C@@H](C)N |r|